3-(1-(2-Fluorophenyl)azepan-2-yl)-1-phenyl-1H-pyrrole-2,5-dione FC1=C(C=CC=C1)N1C(CCCCC1)C=1C(N(C(C1)=O)C1=CC=CC=C1)=O